3-[[6-[2-[2-[2-[2-(2-aminoethoxy)ethoxy]ethoxy]ethoxy]pyrimidin-5-yl]-2,2-dimethyl-3-oxo-pyrrolo[2,3-b]pyridin-1-yl]methyl]pyridine-2-carbonitrile NCCOCCOCCOCCOC1=NC=C(C=N1)C1=CC=C2C(=N1)N(C(C2=O)(C)C)CC=2C(=NC=CC2)C#N